C1(=CC=CC=C1)C(C)N (alpha-phenylethyl)amine